(4-chloro-2-(methylthio)naphthalen-1-yl)boronic acid ClC1=CC(=C(C2=CC=CC=C12)B(O)O)SC